5-(difluoromethyl)-2-[2-fluoro-6-(6-methoxypyrimidin-4-yl)oxy-phenyl]oxazole FC(C1=CN=C(O1)C1=C(C=CC=C1OC1=NC=NC(=C1)OC)F)F